N5-(3-chloro-4-fluorophenyl)-N3-[1-(methoxymethyl)cyclopropyl]-N3-methyl-4H,5H,6H,7H-[1,2]oxazolo[4,5-c]pyridine-3,5-dicarboxamide ClC=1C=C(C=CC1F)NC(=O)N1CC2=C(CC1)ON=C2C(=O)N(C)C2(CC2)COC